[O-2].[O-2].[U+4] uranium dioxide